triazinyl(phenyldibenzofuranyl)pyridine N1=NN=C(C=C1)C=1C(=NC=CC1)C1=C(C=CC=2OC3=C(C21)C=CC=C3)C3=CC=CC=C3